4-methoxycarbonyl-[1,1'-biphenyl] COC(=O)C1=CC=C(C=C1)C1=CC=CC=C1